tribromobenzylbenzene BrC1=C(C(=C(C=C1)CC1=CC=CC=C1)Br)Br